OCCCCCCCCCCCCCCCCC=C[NH-] hydroxyoctadecenylamide